[Si](C)(C)(C(C)(C)C)OC(C(CC#CC1=NC=C(C(=C1)NC(OC(C)(C)C)=O)OC)F)(C)C tert-butyl N-[2-[5-[tert-butyl(dimethyl)silyl]oxy-4-fluoro-5-methyl-hex-1-ynyl]-5-methoxy-4-pyridyl]carbamate